2,4-dimethyl-3-phenyl-1,4-dihydro-cyclopenta[b]indole CC=1CC2=C(N(C=3C=CC=CC23)C)C1C1=CC=CC=C1